6-((1r,3r)-3-(1H-imidazol-1-yl)cyclobutyl)-2-methyl-2,3-dihydropyrido[3,4-d]pyridazine-1,4,7(6H)-trione N1(C=NC=C1)C1CC(C1)N1C=C2C(NN(C(C2=CC1=O)=O)C)=O